OC1=C(C(=O)NC2=C(C(=CC(=C2)Cl)Cl)O)C(=C(C=C1Cl)Cl)Cl 2,2'-dihydroxy-3,3',5,5',6-pentachlorobenzanilide